(2-aminothiazol-5-yl)((3R,5R)-4-(2-fluoro-4-methoxybenzoyl)-3,5-dimethylpiperazin-1-yl)methanone NC=1SC(=CN1)C(=O)N1C[C@H](N([C@@H](C1)C)C(C1=C(C=C(C=C1)OC)F)=O)C